6-methoxy-1-methyl-1H-benzo[d]Imidazole-5-carboxylic acid methyl ester COC(=O)C1=CC2=C(N(C=N2)C)C=C1OC